BrC1=NN2C(N=C(C=C2NC[C@@]2(C[C@@H](CC2)O)C2=CC=CC=C2)C(F)(F)F)=C1 (1R,3S)-3-(((2-bromo-5-(trifluoromethyl)pyrazolo[1,5-a]pyrimidin-7-yl)amino)methyl)-3-phenylcyclopentan-1-ol